COC(=O)C=1NC=CC1F 3-fluoro-1H-pyrrole-2-carboxylic acid methyl ester